[4-(2-methyl-1H-imidazol-5-yl)-2-pyrrolidin-1-ylphenyl]-(4-methyl-2-phenylpiperazin-1-yl)methanone CC=1NC(=CN1)C1=CC(=C(C=C1)C(=O)N1C(CN(CC1)C)C1=CC=CC=C1)N1CCCC1